(R)-2-((4-((2-acetyl-8-isopropylpyrazolo[1,5-a][1,3,5]Triazin-4-yl)amino)piperidin-1-yl)methyl)morpholine C(C)(=O)C1=NC=2N(C(=N1)NC1CCN(CC1)C[C@H]1CNCCO1)N=CC2C(C)C